C(C(=C)C)(=O)OC=1C=C(C=CC1OC(C(=C)C)=O)CCC(=O)O 3-(3,4-bis(methacryloyloxy)phenyl)propionic acid